8-methoxy-3,4,6,8,10,12,12-heptamethyl-1-oxa-4-azacyclotridecane-11,13-dione COC1(CC(CN(C(COC(C(C(C(C1)C)=O)(C)C)=O)C)C)C)C